methylsilylium tetrakis(pentafluorophenyl)borate FC1=C(C(=C(C(=C1[B-](C1=C(C(=C(C(=C1F)F)F)F)F)(C1=C(C(=C(C(=C1F)F)F)F)F)C1=C(C(=C(C(=C1F)F)F)F)F)F)F)F)F.C[SiH2+]